Tri(2-isopropyl-1-butyl)citrat C(C)(C)C(CC(C(C(C(=O)[O-])(CC(CC)C(C)C)CC(CC)C(C)C)(O)C(=O)[O-])C(=O)[O-])CC